(1s,4s)-N,N-dimethyl-4-((5-(pyrazolo[1,5-a]pyrimidin-5-yl)-7H-pyrrolo[2,3-d]pyrimidin-2-yl)amino)cyclohexane-1-carboxamide CN(C(=O)C1CCC(CC1)NC=1N=CC2=C(N1)NC=C2C2=NC=1N(C=C2)N=CC1)C